C(C1=CC=CC=C1)N1SC(C(C2=C1C=CC=C2)=O)(Br)Br 1-benzyl-3,3-dibromo-1H-2,1-benzothiazin-4(3H)-one